3-(6-(tert-Butoxycarbonyl)-5-(1-((3-(2-((tert-Butoxycarbonyl)amino)ethoxy)-5,7-dimethyladamantan-1-yl)methyl)-5-methyl-1H-pyrazol-4-yl)pyridin-2-yl)quinoline-5-carboxylic acid C(C)(C)(C)OC(=O)C1=C(C=CC(=N1)C=1C=NC=2C=CC=C(C2C1)C(=O)O)C=1C=NN(C1C)CC12CC3(CC(CC(C1)(C3)C)(C2)C)OCCNC(=O)OC(C)(C)C